NC1=NC(=NC2=C(C=CC=C12)C1=C(C=C(C=C1CC)\C=C\C#N)CC)NC1=NC=C(C#N)C=C1 (E)-6-((4-Amino-8-(4-(2-cyanovinyl)-2,6-diethylphenyl)quinazolin-2-yl)amino)nicotinonitrile